C1(CC1)N1CCN(CC1)C1CCN(CC1)C1=C(C=C(C(=C1)OC)NC1=NC=NC(=C1)N1OCC[C@@H]1C1=CC(=CC=C1)F)NC(C=C)=O N-(2-(4-(4-cyclopropylpiperazine-1-yl)piperidine-1-yl)-5-((6-((R)-3-(3-fluorophenyl)isoxazolidine-2-yl)pyrimidine-4-yl)amino)-4-methoxyphenyl)acrylamide